3-chlorophenyl-2-((R)-3-(5-(5,6,7,8-tetrahydro-1,8-naphthyridin-2-yl)pentyloxy)pyrrolidin-1-yl)acetic acid ClC=1C=C(C=CC1)C(C(=O)O)N1C[C@@H](CC1)OCCCCCC1=NC=2NCCCC2C=C1